5-[1-(3,5-dichlorophenyl)-3-(3,3-dimethylmorpholine-4-carbonyl)-7-methoxy-4,5-dihydrobenzo[g]indazol-8-yl]pyridine-3-carboxamide ClC=1C=C(C=C(C1)Cl)N1N=C(C=2CCC3=C(C12)C=C(C(=C3)OC)C=3C=C(C=NC3)C(=O)N)C(=O)N3C(COCC3)(C)C